C=C1C(NC(C(N1)=O)=CC=1N=C(NC1C(C)C)CCCN1CC(OCC1)COCC1=CC=CC=C1)=O methylene-6-(5-isopropyl-1-(3-(2-(benzyloxymethyl)morpholino)propylimidazol-4-yl)methylene)piperazine-2,5-dione